CN(C(=O)C=1C=C(C=NC1)B(O)O)C 5-(DIMETHYLCARBAMOYL)PYRIDINE-3-BORONIC ACID